BrC1=C(C(=CC2=C1N=C(S2)N)C)C 4-bromo-5,6-dimethylbenzo[d]thiazol-2-amine